Decanediic acid C(CCCCCCCCC(=O)O)(=O)O